C(CCCCC)C1=CC=C(C=C1)C1(C2=CC3=C(SC4=C3SC=C4)C2=C(C2=CC=4C(SC=3C4S(CC3)C3=CC=C(C=C3)CCCCCC)=C12)C1=CC=C(C=C1)CCCCCC)C1=CC=C(C=C1)CCCCCC 5,5,11,1-tetrakis(4-hexylphenyl)-dithieno[2,3-d:2',3'-d']-s-indaceno[1,2-b:5,6-b']dithiophene